C(C)(C)[C@H](C=O)CCC(C)=C=O (R)-2-isopropyl-5-carbonylhexanal